N1N=C(N=C1)[C@H](C)N1C(N=C(C2=CC=C(C=C12)Cl)N(C)C)=O (S)-1-(1-(1H-1,2,4-triazol-3-yl)ethyl)-7-chloro-4-(dimethylamino)quinazolin-2(1H)-one